C(C)P1(C=C(CC1)C)=O 1-ethyl-3-methylphospholine-1-oxide